C(C)(C)C1=C(NC2=CC=C(C=C12)C1CN(C1)C)C=1C(=C(C=2N(C1)C=NN2)C)C 6-(3-isopropyl-5-(1-methylazetidin-3-yl)-1H-indol-2-yl)-7,8-dimethyl-[1,2,4]triazolo[4,3-a]pyridine